FC1=CC=CC(=N1)C1=NC(=NC(=N1)C1=NC(=CC=C1)C(F)(F)F)NC1=CC(=NC=C1)C(F)(F)F 4-(6-fluoropyridin-2-yl)-6-(6-(trifluoromethyl)pyridin-2-yl)-N-(2-(trifluoromethyl)pyridin-4-yl)-1,3,5-triazin-2-amine